COCCN1CC(C2=CC=C(C=C12)N1C(N(C(C1=O)(C)C)CC1=CC(=NC=C1)NC1CCOCC1)=O)(C)C 3-(1-(2-methoxyethyl)-3,3-dimethylindolin-6-yl)-5,5-dimethyl-1-((2-((tetrahydro-2H-pyran-4-yl)amino)pyridin-4-yl)methyl)imidazolidine-2,4-dione